(R)-4-[3-(4-aminoquinazolin-6-yl)phenyl]-2-(5-methyl-1,3,4-oxadiazole-2-Yl)but-3-yn-2-ol NC1=NC=NC2=CC=C(C=C12)C=1C=C(C=CC1)C#C[C@@](C)(O)C=1OC(=NN1)C